N1-(5-((4-amino-2-butoxyimidazo[2,1-f][1,2,4]triazin-7-yl)methyl)pyridin-2-yl)-N1,N2,N2-trimethylethane-1,2-diamine NC1=NC(=NN2C1=NC=C2CC=2C=CC(=NC2)N(CCN(C)C)C)OCCCC